CC1=NC(=C(C=C1NC(=O)C=1C=NN(C1C(F)(F)F)C1=C2C=CNC(C2=CC=C1)=O)C)N1N=CC=N1 N-(2,5-dimethyl-6-(2H-1,2,3-triazol-2-yl)pyridin-3-yl)-1-(1-oxo-1,2-dihydroisoquinolin-5-yl)-5-(trifluoromethyl)-1H-pyrazole-4-carboxamide